Tert-butyl N-[(1R)-2-[3-(hydroxymethyl)cyclobutoxy]-1-methyl-ethyl]carbamate OCC1CC(C1)OC[C@@H](C)NC(OC(C)(C)C)=O